(2R,8aS)-2-(2,3-dichloro-6-methoxyphenyl)-7-(2H-pyrazol-3-yl)-2,3,8,8a-tetrahydro-1H-indolizin-5-one ClC1=C(C(=CC=C1Cl)OC)[C@H]1C[C@H]2CC(=CC(N2C1)=O)C=1NN=CC1